FC(OC1=CC(=C(C=C1)N(C(OC(C)(C)C)=O)CC)F)F tert-butyl N-[4-(difluoromethoxy)-2-fluorophenyl]-N-ethylcarbamate